BrC1=NN2C(NC(=C(C2=O)N2CCN[C@H](CC2)C)CC)=N1 2-bromo-5-ethyl-6-[(5S)-5-methyl-1,4-diazepan-1-yl]-4H-[1,2,4]triazolo[1,5-a]pyrimidin-7-one